1-tetradecylazetidin-2-one C(CCCCCCCCCCCCC)N1C(CC1)=O